C(OC(CCCCCNCCOCCOCCOCC)C)(ON1C(CCC1=O)=O)=O 3,6,9-trioxa-12-azanonadecan-18-yl (2,5-dioxopyrrolidine-1-yl) carbonate